C(C)OC(=O)C1(CC1)CN1C(N(C2=NC(=NC=C12)N)[C@@H]1O[C@@H](C[C@H]1O)CO)=O 1-((2-amino-9-((2R,3R,5S)-3-hydroxy-5-(hydroxymethyl)tetrahydrofuran-2-yl)-8-oxo-8,9-dihydro-7H-purin-7-yl)methyl)cyclopropane-1-carboxylic acid ethyl ester